ethyl (Z,4S)-4-(tert-butoxycarbonylamino)-2-fluoro-5-[(3S)-2-oxopyrrolidin-3-yl]pent-2-enoate C(C)(C)(C)OC(=O)N[C@H](\C=C(\C(=O)OCC)/F)C[C@H]1C(NCC1)=O